6-(4-(5-(cyclopropyl((1R,2R,3S,5S)-2-fluoro-8-azabicyclo[3.2.1]octan-3-yl)amino)pyrazin-2-yl)-3-hydroxyphenyl)-3-methylpyrimidin-4(3H)-one C1(CC1)N(C=1N=CC(=NC1)C1=C(C=C(C=C1)C1=CC(N(C=N1)C)=O)O)[C@@H]1[C@@H]([C@H]2CC[C@@H](C1)N2)F